5-phenylthio-1,2-phenylenediamine C1(=CC=CC=C1)SC=1C=CC(=C(C1)N)N